OC1=CC=C(C=C1O)C#CC1=CC=C(C=C1)[N+](=O)[O-] 4,5-dihydroxy-4'-nitro-tolan